5-bromo-1H-pyrrolo[2,3-b]pyridine-3-carbonitrile BrC=1C=C2C(=NC1)NC=C2C#N